4,5-Diethyl-1H-pyrazol-3-amine C(C)C=1C(=NNC1CC)N